C(C)S(=O)(=O)CC(=O)C=1N(C(=CN1)C1=CC=C(C=C1)C(F)(F)F)C 2-(ethylsulfonyl)-1-(1-methyl-5-(4-(trifluoromethyl)phenyl)-1H-imidazol-2-yl)ethan-1-one